N-(4-{(1S)-1-[3-(3,5-dichlorophenyl)-5-(6-methoxy-2-naphthyl)-1H-pyrazol-1-yl]ethyl}benzoyl)-β-alanine ClC=1C=C(C=C(C1)Cl)C1=NN(C(=C1)C1=CC2=CC=C(C=C2C=C1)OC)[C@@H](C)C1=CC=C(C(=O)NCCC(=O)O)C=C1